(S)-4-(5-(3-((2-((S)-3-carboxybutyryl)-4-fluoro-6-methoxybenzo[b]thiophen-5-yl)oxy)propoxy)-6-methoxyisoindolin-2-yl)-2-methyl-4-oxobutanoic acid sodium salt [Na+].C(=O)([O-])[C@H](CC(=O)C1=CC2=C(S1)C=C(C(=C2F)OCCCOC=2C=C1CN(CC1=CC2OC)C(C[C@@H](C(=O)[O-])C)=O)OC)C.[Na+]